C(CC)C1CCC(CC1)C(C)=O 1-(4-propylcyclohexyl)ethane-1-one